butyl-imidazole thiocyanate [S-]C#N.C(CCC)C=1NC=CN1